1-Ethyl-3-[3-(dimethylamino)propyl]carbodiimid-Hydrochlorid Cl.C(C)N=C=NCCCN(C)C